2-oxaspiro[3.5]nonan-7-amine C1OCC12CCC(CC2)N